pyrrolidin-3-ol N1CC(CC1)O